2'-(((1S,3S)-3-((6-Cyclopropyl-1,2,4-triazin-3-yl)amino)cyclopentyl)amino)-6H-[1,5'-bipyrimidin]-6-one C1(CC1)C1=CN=C(N=N1)N[C@@H]1C[C@H](CC1)NC1=NC=C(C=N1)N1C=NC=CC1=O